N-vinyl-4-butyl-caprolactam C(=C)N1C(CCC(CC1)CCCC)=O